(2R,3R)-butanediol dimesylate C[C@H]([C@@H](C)OS(=O)(=O)C)OS(=O)(=O)C